OCC1=CC=C(C=C1)B(O)O p-hydroxymethyl-phenylboronic acid